C(CCCCCCC)C1=C(C(=NC(=N1)N)CCCCCCCC)B1OC(C(O1)(C)C)(C)C dioctyl-5-(4,4,5,5-tetramethyl-1,3,2-dioxaborolan-2-yl)pyrimidin-2-amine